tert-butyl (3S,4S)-4-[(1S)-1-aminoethyl]-3-ethylpiperidine-1-carboxylate N[C@@H](C)[C@@H]1[C@@H](CN(CC1)C(=O)OC(C)(C)C)CC